2,3-bis(benzoyloxy)succinic acid C(C1=CC=CC=C1)(=O)OC(C(=O)O)C(C(=O)O)OC(C1=CC=CC=C1)=O